4-((3-(1-cyclopropyl-1H-1,2,4-triazol-3-yl)-5-fluoro-2-meth-oxyphenyl)amino)-6-((3,5-difluoropyridin-2-yl)amino)-N-ethoxynicotinamide C1(CC1)N1N=C(N=C1)C=1C(=C(C=C(C1)F)NC1=CC(=NC=C1C(=O)NOCC)NC1=NC=C(C=C1F)F)OC